(ethane-1,2-diyl) dimethyl diterephthalate C(C1=CC=C(C(=O)OC)C=C1)(=O)OCCOC(C1=CC=C(C(=O)OC)C=C1)=O